4-(2-(Azepan-1-yl)ethyl)-3,4-dihydro-2H-benzo[b][1,4]oxazine N1(CCCCCC1)CCN1C2=C(OCC1)C=CC=C2